4-[5-(2-aminoethyl)pyridin-2-yl]-3-(2-methyl-5-propan-2-yl-pyrazol-3-yl)oxybenzonitrile NCCC=1C=CC(=NC1)C1=C(C=C(C#N)C=C1)OC=1N(N=C(C1)C(C)C)C